N-(3-((1H-pyrazol-1-yl)methyl)benzyl)-2-chloro-3-nitroquinolin-4-amine N1(N=CC=C1)CC=1C=C(CNC2=C(C(=NC3=CC=CC=C23)Cl)[N+](=O)[O-])C=CC1